C(C)N1N=CC(=C1)C ethyl-4-methyl-1H-pyrazol